CN1C(CC(CC1(C)C)C(C1=CC(=C(C(=C1)C(C)(C)C)O)C(C)(C)C)(C(C(=O)O)(C(=O)O)CCCC)C1CC(N(C(C1)(C)C)C)(C)C)(C)C.ClCC1CCC(CC1)O 4-(chloromethyl)cyclohexan-1-ol bis(1,2,2,6,6-pentamethyl-4-piperidyl)-n-butyl-3,5-di-tert-butyl-4-hydroxybenzylmalonate